COC1=CC=C(C=C1)C(CCC(C)C)=O 1-(4-methoxyphenyl)-4-methylpentan-1-one